FC1([C@H](C1)C(=O)NC=1N=CC2=CC(=NC=C2C1)C=1C=NC(=CC1C)[C@@H](CC)O)F (R)-2,2-difluoro-N-(7-(6-((R)-1-hydroxypropyl)-4-methylpyridin-3-yl)-2,6-naphthyridin-3-yl)cyclopropane-1-carboxamide